C(C)(C)(C)NC(C=C)=O N-t-butylacrylamide